2-trimethylsilylethyl N-[2-[2-[2-[2-(2-azidoethoxy)ethoxy]ethoxy]-ethoxy]ethyl]-N-methyl-carbamate N(=[N+]=[N-])CCOCCOCCOCCOCCN(C(OCC[Si](C)(C)C)=O)C